FC=1C=C2C(=CNC2=CC1)CC(CCCC)NC(=O)C1=CC2=C(S1)C=C(C=C2)N2CCN(CC2)C N-(1-(5-fluoro-1H-indole-3-yl)hexane-2-yl)-6-(4-methyl-piperazine-1-yl)benzo[b]thiophene-2-carboxamide